O=C1NC(CCC1C1=NN(C2=CC(=CC=C12)C1C(CN(CC1)C1CC(C1)C(=O)OC(C)(C)C)(F)F)C)=O tert-butyl 3-(4-(3-(2,6-dioxopiperidin-3-yl)-1-methyl-1H-indazol-6-yl)-3,3-difluoropiperidin-1-yl)cyclobutanecarboxylate